CC1=NC2=CC=C(C=C2C(N1)=O)C#C 2-methyl-6-ethynylquinazolin-4(3H)-one